N-[2-[[1-(4-chlorophenyl)pyrazol-3-yl]oxymethyl]phenyl]hydroxylamine ClC1=CC=C(C=C1)N1N=C(C=C1)OCC1=C(C=CC=C1)NO